Cl(=O)(=O)(=O)[O-].[Li+] lithium (M)-perchlorate